3-(4-methoxybenzylidene)isoindoline-1-one COC1=CC=C(C=C2NC(C3=CC=CC=C23)=O)C=C1